C(C)(C)C=1C=NC=C(C1N1C(N=C(C2=C1N=C(C(=C2)F)C2=C(C=CC=C2O)F)N2C[C@H](N(C[C@@H]2C)C(=O)OC(C)(C)C)C)=O)C(C)C tert-Butyl (2R,5S)-4-(1-(3,5-diisopropylpyridin-4-yl)-6-fluoro-7-(2-fluoro-6-hydroxyphenyl)-2-oxo-1,2-dihydropyrido[2,3-d]pyrimidin-4-yl)-2,5-dimethylpiperazine-1-carboxylate